5'-(1,2-dioctanoyl-sn-glycero-3-phospho)-6-thio-2'-deoxyguanosine C(CCCCCCC)(=O)OC[C@@H](OC(CCCCCCC)=O)COP(=O)(O)OC[C@@H]1[C@H](C[C@@H](O1)N1C=NC=2C(=S)NC(N)=NC12)O